BrC1=C(C=O)C=CC=C1OCC1CC1 2-bromo-3-(cyclopropylmethoxy)benzaldehyde